NC1=NNC(C2=C1N(C=C2C2CN(CC2)C(C#CC)=O)C2=CC=C(C=C2)OC2=C(C=CC=C2F)F)=O 7-Amino-3-(1-(but-2-ynoyl)pyrrolidin-3-yl)-1-(4-(2,6-difluorophenoxy)phenyl)-1,5-dihydro-4H-pyrrolo[2,3-d]pyridazin-4-on